(1R,2S,3R,5S)-3-(4-amino-7H-pyrrolo[2,3-d]pyrimidin-7-yl)-5-(2-(1,3-dihydroisoxazolo[3,4-b]quinolin-7-yl)ethyl)cyclopentane-1,2-diol NC=1C2=C(N=CN1)N(C=C2)[C@H]2[C@@H]([C@@H]([C@H](C2)CCC2=CC=C1C=C3C(=NC1=C2)NOC3)O)O